1-(3-(7-(1H-1,2,3-triazol-4-yl)-3-(4-(trifluoromethyl)phenyl)-1H-pyrazolo[4,3-b]pyridin-1-yl)azetidin-1-yl)-2-fluoroprop-2-en-1-one N1N=NC(=C1)C1=C2C(=NC=C1)C(=NN2C2CN(C2)C(C(=C)F)=O)C2=CC=C(C=C2)C(F)(F)F